O=C1NC(CCC1C1=CC(=C(C=C1)N1CC(C(CC1)C=O)C)F)=O 1-(4-(2,6-dioxopiperidin-3-yl)-2-fluorophenyl)-3-methylpiperidine-4-carbaldehyde